3-Methyl-2-hexen CC(=CC)CCC